Z-isoleucinol N[C@@H]([C@@H](C)CC)CO